[Na+].C1(=CC=CC=C1)CCCC(=O)[O-] 4-Phenylbutyric acid, sodium salt